C(C1=CC=CC=C1)SC1=CSC=C1Br 3-(benzylthio)-4-bromothiophene